C1(=C(C=CC=C1)NC(NC1=C(C=CC=C1)C)=N)C diortho-tolyl-guanidine